C(C)(C)(C)C/1=NOC(\C1=C/C=1SC(=CC1)N1CCCCC1)=O (Z)-3-(tert-butyl)-4-((5-(piperidin-1-yl)thiophen-2-yl)methylene)isoxazol-5(4H)-one